C1=CC=CC2=C1C1=C(O2)C=C2C=CC=CC2=C1 naphtho[2,3-b]benzofuran